tert-butyl (R)-3-(4-(2-((2-((tert-butoxycarbonyl)amino)ethyl)amino)pyridin-4-yl)phenoxy)-2-hydroxypropanoate C(C)(C)(C)OC(=O)NCCNC1=NC=CC(=C1)C1=CC=C(OC[C@H](C(=O)OC(C)(C)C)O)C=C1